butanehydrazide C(CCC)(=O)NN